C(C1=CC=CC=C1)OC=1C(=C(C(=NC1C)NC(=O)C=1NC2=CC(=CC=C2C1)Br)C)C N-(5-(benzyloxy)-3,4,6-trimethylpyridin-2-yl)-6-bromo-1H-indole-2-carboxamide